NC([C@H](CC)C)NC(=O)C1=C(N=C2N1C=C(C=C2OCC2=C(C=CC=C2F)F)C)C N-[(2S)-amino-2-methylbutyl]-8-[(2,6-difluorobenzyl)oxy]-2,6-dimethylimidazo[1,2-a]pyridine-3-carboxamide